12-bromo-4,6,8,10-tetramethyltridecylhexoxymethyl ether BrC(CC(CC(CC(CC(CCCC(OCCCCCC)OC(CCCC(CC(CC(CC(CC(C)Br)C)C)C)C)OCCCCCC)C)C)C)C)C